C(C)(C)(C)OC(=O)N1CC2CCC(C1)N2[C@@H]2[C@@H](N(CC2)C(CN2N=C(C=C2C(F)(F)F)C2CC2)=O)C2=C(C(=CC=C2)OC([2H])([2H])[2H])C tert-Butyl-8-[(2S,3S)-1-[2-[3-cyclopropyl-5-(trifluoromethyl)pyrazol-1-yl]acetyl]-2-[2-methyl-3-(trideuteriomethoxy)phenyl]pyrrolidin-3-yl]-3,8-diazabicyclo[3.2.1]octane-3-carboxylate